(R)-3-(3-(3-(8-amino-4-methylpyrido[5,4-d]pyrimidin-2-yl)-4,5-difluorophenyl)isoxazol-5-yl)-4,4-difluoro-3-hydroxy-1-methylpyrrolidin-2-one NC1=NC=CC2=C1N=C(N=C2C)C=2C=C(C=C(C2F)F)C2=NOC(=C2)[C@]2(C(N(CC2(F)F)C)=O)O